ClCN[Si](Cl)(C)C chloromethyl-dimethyl-chlorosilaneamine